O1CC(C1)CO oxetan-3-ylmethanol